6-amino-2-(2-(2,6-dioxopiperidin-3-yl)-1-oxoisoindolin-5-yl)-4-(trifluoromethyl)nicotinnitrile NC1=NC(=C(C#N)C(=C1)C(F)(F)F)C=1C=C2CN(C(C2=CC1)=O)C1C(NC(CC1)=O)=O